ClC1=CC(=C(OCC(=O)NC2CCN(CC2)C2=NNC(=C2)C2CC2)C=C1)C (4-chloro-2-methylphenoxy)-N-[1-(5-cyclopropyl-1H-pyrazol-3-yl)-4-piperidinyl]-acetamide